2-(hydroxymethyl)-4,5,6,7-tetrahydrothiazolo[4,5-c]Pyridine OCC=1SC2=C(CNCC2)N1